O[C@@H](C(=O)O)CC |r| DL-2-HYDROXY-N-BUTYRIC ACID